2-fluoro-2-(4-(methyloxycarbonyloxy)phenyl)propanoic acid FC(C(=O)O)(C)C1=CC=C(C=C1)OC(=O)OC